FC(C1=CC(=C(C(=C1)OCC1=CC=C2C=NN(C2=C1)C)C(=O)N1CC2=C(C=CC=C2CC1)N[C@@H]1COCC1)O)F (S)-(4-(difluoromethyl)-2-hydroxy-6-((1-methyl-1H-indazol-6-yl)methoxy)phenyl)(8-((tetrahydrofuran-3-yl)amino)-3,4-dihydroisoquinolin-2(1H)-yl)methanone